5-nitro-4',5'-dihydro-2H,3'H-spiro[benzo[b]thiophene-3,2'-furan] 1,1-dioxide [N+](=O)([O-])C1=CC2=C(S(CC23OCCC3)(=O)=O)C=C1